((2-chloro-3-sulfamylphenyl)thio)propanoic acid 2-ethylhexyl ester C(C)C(COC(C(C)SC1=C(C(=CC=C1)S(N)(=O)=O)Cl)=O)CCCC